2,4,8,10-tetraoxa-3,9-diphospha-spiro[5.5]undecane C1OPOCC12COPOC2